(5-chloropyridin-2-yl)-5-(2,6-difluoro-4-methoxyphenyl)-2,4-dihydro-3H-pyrazol-3-one ClC=1C=CC(=NC1)N1N=C(CC1=O)C1=C(C=C(C=C1F)OC)F